NC=1N=C2N(C=C(C=C2)C2=CN(C3=CC=CC=C23)C(=O)OC(C)(C)C)C1C(=O)[C@H]1[C@H](C1)F tert-butyl 3-(2-amino-3-((1S,2S)-2-fluorocyclopropane-1-carbonyl)imidazo[1,2-a]pyridin-6-yl)-1H-indole-1-carboxylate